γ-glutamyl-L-cysteine N[C@@H](CCC(=O)N[C@@H](CS)C(=O)O)C(=O)O